Ethyl (S)-3-amino-3-(2'-(but-3-en-1-yloxy)-4'-cyclopropyl-4-fluoro-5,6'-dimethyl-[1,1'-biphenyl]-3-yl)propanoate hydrochloride Cl.N[C@@H](CC(=O)OCC)C=1C=C(C=C(C1F)C)C1=C(C=C(C=C1C)C1CC1)OCCC=C